O1C2=C(OCC1CN1CCNCC1)C=CC=C2 4-((2,3-dihydrobenzo[b][1,4]dioxin-2-yl)methyl)piperazin